(E)-3,7-dimethyloct-2,6-dien-1-yl acetate C(C)(=O)OC\C=C(\CCC=C(C)C)/C